Ethylethoxycarbonylamide C(C)[N-]C(=O)OCC